The molecule is an amino oligosaccharide (tetradecasaccharide) consisting of three trisaccharide units, each consisting of two beta-D-galactose residues and one N-acetyl-beta-D-glucosamine residue all linked (1->4), two of the units of which are linked (1->2) and (1->4) to a single alpha-D-mannose residue and the other linked (1->2) to another alpha-D-mannose residue, with the two mannose residues being linked (1->3) and (1->6) to the mannose residue of an amino trisaccharide comprising beta-D-mannose, N-acetyl-beta-D-glucosamine and N-acetyl-D-glucosamine residues all linked (1->4). It is an amino oligosaccharide and a glucosamine oligosaccharide. CC(=O)N[C@@H]1[C@H]([C@@H]([C@H](O[C@H]1O[C@@H]2[C@H](O[C@@H]([C@H]([C@H]2O)O[C@H]3[C@@H]([C@H]([C@@H]([C@H](O3)CO)O[C@H]4[C@@H]([C@H]([C@H]([C@H](O4)CO)O[C@H]5[C@@H]([C@H]([C@H]([C@H](O5)CO)O)O)O)O)O)O)NC(=O)C)O[C@H]6[C@@H]([C@H](O[C@H]([C@H]6O)O[C@@H]7[C@H](O[C@H]([C@@H]([C@H]7O)NC(=O)C)O[C@@H]8[C@H](OC([C@@H]([C@H]8O)NC(=O)C)O)CO)CO)CO[C@@H]9[C@H]([C@H]([C@@H]([C@H](O9)CO)O)O)O[C@H]1[C@@H]([C@H]([C@@H]([C@H](O1)CO)O[C@H]1[C@@H]([C@H]([C@H]([C@H](O1)CO)O[C@H]1[C@@H]([C@H]([C@H]([C@H](O1)CO)O)O)O)O)O)O)NC(=O)C)O)CO)CO)O[C@H]1[C@@H]([C@H]([C@H]([C@H](O1)CO)O[C@H]1[C@@H]([C@H]([C@H]([C@H](O1)CO)O)O)O)O)O)O